[Ge].[Sb].[Ga] gallium-antimony-germanium